tert-butyl (3S)-3-[[2-[1-(benzenesulfonyl)-5-fluoro-pyrrolo[2,3-b]pyridin-3-yl]-5-ethyl-pyrimidin-4-yl]amino]piperidine-1-carboxylate C1(=CC=CC=C1)S(=O)(=O)N1C=C(C=2C1=NC=C(C2)F)C2=NC=C(C(=N2)N[C@@H]2CN(CCC2)C(=O)OC(C)(C)C)CC